(3S,5S)-1-(7-(8-ethylnaphthalen-1-yl)-2-((tetrahydro-1H-pyrrolizin-7a(5H)-yl)methoxy)-5,6,7,8-tetrahydropyrido[3,4-d]pyrimidin-4-yl)-5-methylpiperidin-3-ol C(C)C=1C=CC=C2C=CC=C(C12)N1CC=2N=C(N=C(C2CC1)N1C[C@H](C[C@@H](C1)C)O)OCC12CCCN2CCC1